5-acetyl-3-amino-6-methylbenzene C(C)(=O)C=1C=C(C=CC1C)N